BrC1=NC=CC(=C1)N(C)C 2-bromo-N,N-dimethylpyridine-4-amine